dipropyl 2,3-difluoromaleate F/C(/C(=O)OCCC)=C(/C(=O)OCCC)\F